C(C)(C)(C)C=1N=NC=C(N1)SC 3-tert-butyl-5-methylsulfanyl-1,2,4-triazine